C1N(CC12NCCC2)C2=CC=C(C=N2)N2N=CC=1C2=NN2C1C=CC(=C2)OCC (6-(2,5-diazaspiro[3.4]oct-2-yl)pyridin-3-yl)-6-ethoxy-1H-pyrazolo[3',4':3,4]pyrazolo[1,5-a]pyridine